1-azido-5,6-dimethoxy-2,3,8,9,12,13-hexa(pentyloxy)dibenzo[fg,op]tetracene N(=[N+]=[N-])C1=C(C(=C2C3=C1C1=CC(=C(C=C1C=1C3=C(C=3C=C(C(=CC23)OC)OC)C(=C(C1)OCCCCC)OCCCCC)OCCCCC)OCCCCC)OCCCCC)OCCCCC